FC(OC1=CC=C(C=C1)N1C(C(=CC2=CC=C(N=C12)OCC)C1=CN(C(C=C1)=C=O)CCC1OCCC1)=O)F 1-(4-(difluoromethoxy)phenyl)-7-ethoxy-3-(6-carbonyl-1-(2-(tetrahydrofuran-2-yl)ethyl)-1,6-dihydropyridin-3-yl)-1,8-naphthyridin-2(1H)-one